((S)-1-(2-chlorophenyl)ethyl)-N-((R,E)-4-(methylsulfonyl)but-3-en-2-yl)-3,4-dihydro-2H-benzo[b][1,4]oxazine-7-carboxamide ClC1=C(C=CC=C1)[C@H](C)C1CNC2=C(O1)C=C(C=C2)C(=O)N[C@H](C)\C=C\S(=O)(=O)C